FC(CN1N=CC=2C1=NC(=CN2)N2CCC1(CC(N(C1)C(C)C=1C=NC(=NC1)C(F)(F)F)=O)CC2)F 8-(1-(2,2-difluoroethyl)-1H-pyrazolo[3,4-b]pyrazin-6-yl)-2-(1-(2-(trifluoromethyl)pyrimidin-5-yl)ethyl)-2,8-diazaspiro[4.5]decan-3-one